4'-bromo-7'-(trifluoromethylsulfanyl)spiro[1,3-dioxolane-2,1'-indane] BrC1=C2CCC3(C2=C(C=C1)SC(F)(F)F)OCCO3